[F-].[F-].[F-].[F-].[Na+].[Eu+3] europium sodium tetrafluoride